[N+](=O)([O-])C1=C(C=CC=C1)S(=O)(=O)N1C2CN(CC1CC2)C(=O)C2=CN=NN2 {8-[(2-nitrophenyl)sulfonyl]-3,8-diazabicyclo[3.2.1]oct-3-yl}(1H-1,2,3-triazol-5-yl)methanone